(4-(3-ethoxy-5-(trifluoromethyl)pyridin-2-yl)piperazine-1-yl)methanone C(C)OC=1C(=NC=C(C1)C(F)(F)F)N1CCN(CC1)C=O